C(C)(C)(C)OC(=O)N1CC(C(CC1)(F)F)C1=CC(=NC=C1)C1OCCO1 3-(2-(1,3-dioxolan-2-yl)pyridin-4-yl)-4,4-difluoropiperidine-1-carboxylic acid tert-butyl ester